C(C)(=O)OCCCCCCCC=CC(=O)OC Methyl 10-acetoxy-2-decenoate